bis[(difluoroboryl)dimethylglyoxime] cobalt (II) [Co+2].FB(F)ON=C(C(=NO)C)C.FB(F)ON=C(C(=NO)C)C